C1[C@H]([C@@H]([C@H]([C@@H]([C@H]1N)O[C@@H]2[C@@H]([C@H]([C@@H]([C@H](O2)CN)O)O)O)O)O[C@@H]3[C@@H]([C@H]([C@@H]([C@H](O3)CO)O)N)O)N The molecule is a member of kanamycins. It has a role as a bacterial metabolite. It is a conjugate base of a kanamycin A(4+).